P1(CC=CC=C1)=O phosphaininon